FC1=C(CN2N=C3C(N=NN(C3=O)[C@H]3[C@@H]4CO[C@@H]([C@H]34)C)=C2)C(=CC=C1)F 6-(2,6-difluorobenzyl)-3-((1S,2R,5R,6S)-2-methyl-3-oxabicyclo[3.1.0]hexan-6-yl)-3,6-dihydro-4H-pyrazolo[4,3-d][1,2,3]triazin-4-one